6-iodobenzo[d]isoxazol-3(2H)-one IC1=CC2=C(C(NO2)=O)C=C1